2-(3-chloro-4-methyl-6,7-dihydro-5H-pyrido[2,3-c]pyridazin-8-yl)thiazole-4-carboxylate ClC1=C(C2=C(N=N1)N(CCC2)C=2SC=C(N2)C(=O)[O-])C